BrCCCCN1C(C2=C(N(C(C2=C1C=1SC=CC1)=O)CCCCBr)C=1SC=CC1)=O 2,5-di(4-bromobutyl)-3,6-di(2-thienyl)-2,5-dihydropyrrolo[3,4-c]pyrrole-1,4-dione